5-isobutyluracil C(C(C)C)C=1C(NC(NC1)=O)=O